1-(4-methoxy-3-(methylthio)phenyl)cyclobutane-1-carbonitrile COC1=C(C=C(C=C1)C1(CCC1)C#N)SC